((S)-2-amino-3-fluoropropyl)-2-(1-(cyclopropylmethyl)-7-(1-fluoro-2-(1H-imidazol-1-yl)propoxy)-1H-indol-2-yl)-3-methyl-3,5,6,7-tetrahydro-8H-imidazo[4,5-b][1,6]naphthyridin-8-one N[C@@H](CC1CNC(C=2C=C3C(=NC12)N(C(=N3)C=3N(C1=C(C=CC=C1C3)OC(C(C)N3C=NC=C3)F)CC3CC3)C)=O)CF